C(C)C1=C(C#[N+][O-])C(=CC(=C1CN1C(=NC=C1)C)CC)CC 2,4,6-Triethyl-3-((2-methyl-1H-imidazol-1-yl)methyl)benzonitril oxid